[Na].[Na].OC1=CC=C(C=C1)C(C)(C)C1=CC=C(C=C1)O bisphenol A disodium salt